3-(8-bromonaphthalen-1-yl)cyclohexane-1-one BrC=1C=CC=C2C=CC=C(C12)C1CC(CCC1)=O